[O].O(O)O.[Fe].[Ni] nickel iron (oxy) hydroxide oxygen